tert-Butyl (2-chloro-4-(1-hydroxyethyl)pyridin-3-yl)carbamate ClC1=NC=CC(=C1NC(OC(C)(C)C)=O)C(C)O